2,6-difluoro-2',4'-dimethoxy-6'-methyl-[1,1'-biphenyl]-4-carbonitrile FC1=C(C(=CC(=C1)C#N)F)C1=C(C=C(C=C1C)OC)OC